rhodium tri-iodide [Rh](I)(I)I